2-(8-(isopropylthio)imidazo[1,5-a]pyridin-3-yl)propan-2-amine hydrochloride Cl.C(C)(C)SC=1C=2N(C=CC1)C(=NC2)C(C)(C)N